C(#N)C(=CC1=CC=C(C=C1)C#C)C#N 4-(dicyanovinyl)phenylacetylene